O1[C@@H](CC1)CN1C(=NC2=C1C=C(C=C2)C(=O)OC(C)(C)C)CN2CCC(CC2)C2=NC(=CC=C2)OCC=2C=C1C=CN=CC1=CC2 Tert-butyl (S)-1-(oxetan-2-ylmethyl)-2-((4-(6-(isoquinolin-6-ylmethoxy) pyridin-2-yl) piperidin-1-yl) methyl)-1H-benzo[d]imidazole-6-carboxylate